CC(C(=O)OC1=NC=CC(=N1)C)CNCC1=C(C=C(C=C1)OC)OC methyl-pyrimidol methyl-3-((2,4-dimethoxybenzyl)amino)propanoate